C1(=CC=CC=C1)CCCN1C(=C(C=C1)C(=O)O)C1CCOCC1 1-(3-phenylpropyl)-2-(tetrahydro-2H-pyran-4-yl)-1H-pyrrole-3-carboxylic acid